5-(4-benzhydryl-2-(trifluoromethyl)piperazine-1-carbonyl)-2-(2,6-dioxopiperidin-3-yl)isoindoline-1,3-dione C(C1=CC=CC=C1)(C1=CC=CC=C1)N1CC(N(CC1)C(=O)C=1C=C2C(N(C(C2=CC1)=O)C1C(NC(CC1)=O)=O)=O)C(F)(F)F